N1=C(C=CC=C1)NC=1C=C(C(=O)O)C=CC1 3-(pyridin-2-ylamino)benzoic acid